S(=O)(=O)(O)CCO.OCCS(=O)(=O)O hydroxyethyl-sulfonate (isethionate)